NC(C(F)(F)F)C1=CC=C(C=C1)N1N=CC2=C1N=CN(C2=O)CC2(CCN(CC2)C(=O)OC(C)(C)C)O tert-butyl 4-((1-(4-(1-amino-2,2,2-trifluoroethyl)phenyl)-4-oxo-1H-pyrazolo[3,4-d]pyrimidin-5(4H)-yl)methyl)-4-hydroxypiperidine-1-carboxylate